3,3-difluoro-1-(4-(4,4,5,5-tetramethyl-1,3,2-dioxaborolan-2-yl)benzyl)piperidine FC1(CN(CCC1)CC1=CC=C(C=C1)B1OC(C(O1)(C)C)(C)C)F